Rac-(4-amino-7-fluoro-1,3-dihydrofuro[3,4-c]quinolin-8-yl)((2s,5r)-5-methyl-2-(2-(1-methylazetidin-3-yl)-2H-indazol-5-yl)piperidin-1-yl)methanone NC1=NC=2C=C(C(=CC2C2=C1COC2)C(=O)N2[C@@H](CC[C@H](C2)C)C2=CC1=CN(N=C1C=C2)C2CN(C2)C)F |r|